3-((3,5-difluoro-4-((1-methyl-1H-pyrazol-4-yl)oxy)benzyl)oxy)-8,9,9a,10-tetrahydropyrimido[6',1':2,3]imidazo[1,5-c][1,3]oxazin-1(6H)-one FC=1C=C(COC2=NC(N3C(N4COCCC4C3)=C2)=O)C=C(C1OC=1C=NN(C1)C)F